di(ethyl-cyclopentadienyl)manganese (II) C(C)C1(C=CC=C1)[Mn]C1(C=CC=C1)CC